2-(dodecylthio-carbothioylthio)-2-methylpropanoic acid C(CCCCCCCCCCC)SC(=S)SC(C(=O)O)(C)C